3-bromo-N-(2-methyl-4-chloro-6-(methionyl)phenyl)-1-(3-chloro-2-pyridyl)-1H-pyrazole-5-carboxamide BrC1=NN(C(=C1)C(=O)NC1=C(C=C(C=C1C([C@@H](N)CCSC)=O)Cl)C)C1=NC=CC=C1Cl